ClC1=CC2=C(CCO2)C=C1[N+](=O)[O-] 6-chloro-5-nitro-2,3-dihydrobenzofuran